CCC[Si](Cl)(Cl)Cl 2-(methyl)ethyltrichlorosilane